C(CCCCCCCCCCC\C=C/CCCCCCCC)(=O)N (Z)-docosa-13-eneamide